COC1=C(C=CC(=C1OC)OC)C1=C(C=CC=C1)C(\C=C\C1=CC=C(C=C1)N(C)C)=O (E)-1-(2',3',4'-trimethoxy[1,1'-biphenyl]-2-yl)-3-(4-(Dimethylamino)phenyl)prop-2-en-1-one